C1(CC1)C1=CC(=C(C=C1)N1N=C2CCN(CC3C2=C1CCN3)C(C=C)=O)O 1-(2-(4-cyclopropyl-2-hydroxyphenyl)-2,3,4,5,5a,6,8,9-octahydro-7H-1,2,5,7-tetraazabenzo[cd]azulen-7-yl)prop-2-en-1-one